N1=C(C=CC=C1)C(=O)[O-].[Cr+3].N1=C(C=CC=C1)C(=O)[O-].N1=C(C=CC=C1)C(=O)[O-] chromium(III) picolinate